ClC(/C=C/[N+](CC)(CC)[O-])CCCCCCC (E)-3-chloro-N,N-diethyldec-1-en-1-amine oxide